(R)-1'-(2-(5-Amino-3-(2,4,6-trifluorophenyl)-1H-pyrazol-1-yl)acetyl)-6-chloro-5-fluorospiro[benzo[d][1,3]oxazine-4,3'-pyrrolidin]-2(1H)-one NC1=CC(=NN1CC(=O)N1C[C@@]2(CC1)C1=C(NC(O2)=O)C=CC(=C1F)Cl)C1=C(C=C(C=C1F)F)F